2-(6-chloro-4-fluoropyridin-3-yl)-5-(methylsulfonyl)pyrimidine ClC1=CC(=C(C=N1)C1=NC=C(C=N1)S(=O)(=O)C)F